C(C)(C)(C)OC(=O)NCC1=CC=C(C=C1)N(C(=O)C1=CC2=C(OCCC3=C2SC=C3)C=C1C=1C(=NC(=CC1)C(NCCC)=O)C(=O)OC)C methyl 3-(9-((4-(((tert-butoxycarbonyl)amino)methyl)phenyl)(methyl)carbamoyl)-4,5-dihydrobenzo[b]thieno[2,3-d]oxepin-8-yl)-6-(propylcarbamoyl)picolinate